(2-(6-cyano-5-methylpyridin-3-yl)-2-oxoethyl)triphenylphosphonium bromide [Br-].C(#N)C1=C(C=C(C=N1)C(C[P+](C1=CC=CC=C1)(C1=CC=CC=C1)C1=CC=CC=C1)=O)C